ClC1=NC=C(C(=N1)C1=CC(=NN1)C1CCN(CC1)C(=O)OC(C)(C)C)OCCO tert-butyl 4-(5-(2-chloro-5-(2-hydroxyethoxy)pyrimidin-4-yl)-1H-pyrazol-3-yl)piperidine-1-carboxylate